2-(3,3',5'-trimethyl-[1,1'-biphenyl]-2-yl)pyrimidine CC=1C(=C(C=CC1)C1=CC(=CC(=C1)C)C)C1=NC=CC=N1